[(3aR,6aR)-1-[1-(2,2-difluoroethyl)-1H-pyrazolo[3,4-b]pyrazin-6-yl]-octahydropyrrolo[3,4-b]pyrrol-5-yl]-4-(trifluoromethyl)pyridine FC(CN1N=CC=2C1=NC(=CN2)N2[C@@H]1[C@H](CC2)CN(C1)C1=NC=CC(=C1)C(F)(F)F)F